4-(cyclopentanecarbonyl)piperazin C1(CCCC1)C(=O)N1CCNCC1